FC(C(=O)O)(F)F.ClC=1C=C(C=CC1C(=O)N1CCN(CC1)C([C@H]1NCCC1)=O)NC(=O)C=1N(C(=CN1)C1=C(C(=C(C=C1)OCC#N)F)F)C (S)-N-(3-chloro-4-(4-prolylpiperazine-1-carbonyl)phenyl)-5-(4-(cyanomethoxy)-2,3-difluorophenyl)-1-methyl-1H-imidazole-2-carboxamide 2,2,2-trifluoroacetate